methyl (R)-4-(2-((tert-butoxycarbonyl) amino)-3-(2H-tetrazol-2-yl) propoxy)-2-fluorobenzoate C(C)(C)(C)OC(=O)N[C@@H](COC1=CC(=C(C(=O)OC)C=C1)F)CN1N=CN=N1